2-(ethoxycarbonyl)pyrazolo[1,5-a]pyridine-5-carboxylic acid C(C)OC(=O)C1=NN2C(C=C(C=C2)C(=O)O)=C1